3-[1-(3,4-difluorophenyl)-5-hydroxy-2-isopropyl-indol-3-yl]cyclobutanecarboxylic acid FC=1C=C(C=CC1F)N1C(=C(C2=CC(=CC=C12)O)C1CC(C1)C(=O)O)C(C)C